[phenyl(biphenylyl)triazinyl][(dimethylfluorenyl)dibenzofuranyl]benzene C1(=CC=CC=C1)C1=C(C(=NN=N1)C1=C(C=CC=C1)C1=C(C=CC=2OC3=C(C21)C=CC=C3)C3=C(C(=CC=2C1=CC=CC=C1CC32)C)C)C3=C(C=CC=C3)C3=CC=CC=C3